C(C)N1C=C(C(C2=CC(=C(C=C12)N1CCN(CC1)CC1=CC=C(C2=CC=CC=C12)F)F)=O)C(=O)O 1-ethyl-6-fluoro-7-(4-((4-fluoronaphthalen-1-yl)methyl)-piperazin-1-yl)-4-oxo-1,4-dihydroquinoline-3-carboxylic acid